(S)-methyl 2-((S)-2-(7-chloro-4-methoxy-1H-indole-2-carboxamido)-3-cyclopropylpropanamido)-3-((R)-5,5-dimethyl-2-oxopyrrolidin-3-yl)propanoate ClC=1C=CC(=C2C=C(NC12)C(=O)N[C@H](C(=O)N[C@H](C(=O)OC)C[C@H]1C(NC(C1)(C)C)=O)CC1CC1)OC